C([C@@H](O)[C@H](O)C(=O)O)(=O)O.FC=1C=CC(=C2C(CC(C12)(C)C)C)N 7-fluoro-1,1,3-trimethyl-4-aminoindane D-tartarate